4-([1,2,4]triazolo[1,5-a]pyridin-2-yl)-N1-methyl-N6-(pyridin-2-yl)-2,7-naphthyridine-1,6-diamine N=1C(=NN2C1C=CC=C2)C2=CN=C(C1=CN=C(C=C21)NC2=NC=CC=C2)NC